FC1(CCCCC1)CN[C@@H]1C=C([C@@H]([C@@H]([C@H]1O)O)O)CF (1S,2S,3S,6R)-6-(((1-fluorocyclohexyl)methyl)amino)-4-(fluoromethyl)cyclohex-4-ene-1,2,3-triol